CN1CCN(CC1)CCCCC(=O)[O-] 5-(4-methylpiperazin-1-yl)pentanoate